ClC1=C(C=CC=C1)C1=C(C=NC(=C1)OC)S(=O)(=O)N1CCC(CC1)(C(=O)[O-])F.[Li+] lithium 1-[[4-(2-chlorophenyl)-6-methoxy-3-pyridyl]sulfonyl]-4-fluoro-piperidine-4-carboxylate